4-(2-(cyclopropanesulfonylamino)pyrimidin-4-yl)-N-(4-(6-ethoxypyrazin-2-yl)-2-fluorophenyl)tetrahydro-2H-pyran-4-carboxamide C1(CC1)S(=O)(=O)NC1=NC=CC(=N1)C1(CCOCC1)C(=O)NC1=C(C=C(C=C1)C1=NC(=CN=C1)OCC)F